OC=1C(=CC(=C2C=CC=NC12)[N+](=O)[O-])C(NC(C1=CC=NC=C1)=O)C1=CC=C(C=C1)OC N-[(8-hydroxy-5-nitroquinolin-7-yl)(4-methoxyphenyl)methyl]isonicotinamide